1-(Benzyloxy)-3-(chloromethyl)benzene C(C1=CC=CC=C1)OC1=CC(=CC=C1)CCl